but-2-ynyl-[2-[(2R,3S,4S,5S)-3,4,5-trihydroxy-6-(4-methoxyphenoxy)tetrahydropyran-2-yl]ethyl]phosphinic acid C(C#CC)P(O)(=O)CC[C@H]1OC([C@H]([C@H]([C@@H]1O)O)O)OC1=CC=C(C=C1)OC